OCCCNC[C@@H](CC)NS(=O)(=O)C1=C(C=CC=C1)[N+](=O)[O-] (R)-N-(1-(3-hydroxypropylamino)butan-2-yl)-2-nitrobenzenesulfonamide